3-(METHYLTHIO)PROPYL HEXANOATE C(CCCCC)(=O)OCCCSC